4-triphenylsilyl-benzonitrile C1(=CC=CC=C1)[Si](C1=CC=C(C#N)C=C1)(C1=CC=CC=C1)C1=CC=CC=C1